(3S,6R)-6-{5-[(3S)-3-(trifluoro-methoxy)pyrrolidin-1-yl]-1,3,4-oxadiazol-2-yl}piperidin FC(O[C@@H]1CN(CC1)C1=NN=C(O1)[C@H]1CCCCN1)(F)F